[Al+3].S(=O)(=O)([O-])[O-].S(=O)(=O)([O-])[O-].S(=O)(=O)([O-])[O-].[Al+3] sulfate aluminium salt